N,N,N-trimethyl-1-hexadecanaminium chloride [Cl-].C[N+](CCCCCCCCCCCCCCCC)(C)C